2-(2-fluorophenyl)-6-methoxy-3,4-dihydro-isoquinolin-1(2H)-one FC1=C(C=CC=C1)N1C(C2=CC=C(C=C2CC1)OC)=O